3-(2-((9-ethyl-9H-carbazol-3-yl)methylamino)ethyl)acridin C(C)N1C2=CC=CC=C2C=2C=C(C=CC12)CNCCC=1C=CC2=CC3=CC=CC=C3N=C2C1